3-(5-cyclobutyl-1,3-thiazol-2-yl)-5-[(3R)-tetrahydro-furan-3-yloxy]-N-{(1R)-1-[2-(trifluoromethyl)pyrimidin-5-yl]ethyl}benzamide C1(CCC1)C1=CN=C(S1)C=1C=C(C(=O)N[C@H](C)C=2C=NC(=NC2)C(F)(F)F)C=C(C1)O[C@H]1COCC1